N,N-di-o-tolylthiourea C1(=C(C=CC=C1)N(C(=S)N)C1=C(C=CC=C1)C)C